CN(S(=O)(=O)NC=1C=C(C=CC1)C1=CN(C(C2=CC=CC=C12)=O)C)C 4-[3-(dimethylsulfamoylamino)phenyl]-2-methyl-1-oxoisoquinoline